methyl 4-(3-(((tert-butoxycarbonyl)amino)methyl)pyrrolidin-1-yl)-2-(4-chloro-3-(trifluoromethyl)phenyl)pyrimidine-5-carboxylate C(C)(C)(C)OC(=O)NCC1CN(CC1)C1=NC(=NC=C1C(=O)OC)C1=CC(=C(C=C1)Cl)C(F)(F)F